C1N(CCC2=CC=CC=C12)S(=O)(=O)NC1=C(C=CC=C1)C#CC=1C=CC(=NC1)C(=O)O 5-(2-{2-[(1,2,3,4-tetrahydroisoquinoline-2-sulfonyl)amino]phenyl}ethynyl)pyridine-2-carboxylic acid